(9z,12r)-12-hydroxyoctadec-9-enoic acid O[C@@H](C\C=C/CCCCCCCC(=O)O)CCCCCC